OC=1C=C(C=CC1O)C=CC1=NC2=C(C(=CC=C2C=C1)C(=O)C1=CC=C(C=C1)[N+](=O)[O-])O [2-[2-(3,4-Dihydroxyphenyl)vinyl]-8-hydroxyquinolin-7-yl]-(4-nitrophenyl)methanone